5-(5-cyano-2-methoxyphenyl)-N-((3R,5S)-5-(methoxymethyl)pyrrolidin-3-yl)oxazole-2-carboxamide TFA salt OC(=O)C(F)(F)F.C(#N)C=1C=CC(=C(C1)C1=CN=C(O1)C(=O)N[C@H]1CN[C@@H](C1)COC)OC